4-((2R,3R,4S,5R)-3-(2-ethoxy-3,4-difluorophenyl)-4,5-dimethyl-5-(trifluoromethyl)tetrahydrofuran-2-carboxamido)picolinamide C(C)OC1=C(C=CC(=C1F)F)[C@@H]1[C@@H](O[C@]([C@H]1C)(C(F)(F)F)C)C(=O)NC1=CC(=NC=C1)C(=O)N